O1C=CC2=C1NCCC2 4,5,6,7-tetrahydrofuro[2,3-b]pyridine